2-(2-(2,6-dioxopiperidin-3-yl)benzo[d]oxazole-6-carbonyl)isoindoline-4-carbonitrile O=C1NC(CCC1C=1OC2=C(N1)C=CC(=C2)C(=O)N2CC=1C=CC=C(C1C2)C#N)=O